7-((2-(3-(4-chlorophenyl)azetidin-1-yl)-5,5-dioxo-7,8-dihydro-6H-thiopyrano[3,2-d]pyrimidin-4-yl)amino)-3,4-dihydroquinazolin-2(1H)-one ClC1=CC=C(C=C1)C1CN(C1)C=1N=C(C2=C(N1)CCCS2(=O)=O)NC2=CC=C1CNC(NC1=C2)=O